Cl.FC1=C(C=CC(=C1)C1CCNCC1)NC1C(NC(CC1)=O)=O 3-(2-fluoro-4-piperidin-4-yl-phenylamino)piperidine-2,6-dione hydrochloride